COCCCC1=CC=C(C=C1)C1=CC=C(C=C1)C1(CC1)NC(=O)NC1(CCN2CCC1CC2)C 1-(1-(4'-(3-methoxypropyl)-[1,1'-biphenyl]-4-yl)cyclopropyl)-3-(4-methyl-1-azabicyclo[3.2.2]non-4-yl)urea